acrylamido-propyltri(β-methoxy-ethoxy)silane C(C=C)(=O)NCCC[Si](OCCOC)(OCCOC)OCCOC